BrC=1C=C(C2=C(C(=CO2)CO)C1)C (5-bromo-7-methylbenzofuran-3-yl)methanol